6-(2-Propylphenylimino)ethyl-2-acetylpyridin C(CC)C1=C(C=CC=C1)N=CCC1=CC=CC(=N1)C(C)=O